6-cyano-N-(3-fluoro-5-(5-((1R,2S)-2-fluorocyclopropyl)-1,2,4-oxadiazol-3-yl)-2-methylphenyl)imidazo[1,2-a]pyridine-3-carboxamide C(#N)C=1C=CC=2N(C1)C(=CN2)C(=O)NC2=C(C(=CC(=C2)C2=NOC(=N2)[C@@H]2[C@H](C2)F)F)C